CN1C(N(CC=2C1=NC(=NC2)SC)C21CCN(CC1C2)C(=O)OC(C)(C)C)=O tert-butyl 6-(1-methyl-7-methylsulfanyl-2-oxo-4H-pyrimido[4,5-d]pyrimidin-3-yl)-3-azabicyclo[4.1.0]heptane-3-carboxylate